COC=1C=CC2=C(C3=C(NS2(C)=O)C=CC=C3)C1 2-methoxy-5-methyl-dibenzo[c,e][1,2]thiazine-5-oxide